C1(CC1)C1=CC=CC(=N1)NC(=O)[C@H]1N(C[C@@H](C1)F)C(=O)OC(C)(C)C Tert-butyl (2S,4R)-2-((6-cyclopropylpyridin-2-yl) carbamoyl)-4-fluoropyrrolidine-1-carboxylate